ClC1=CC(=NC=N1)O[C@@H]1C[C@@H](N(C1)C(=O)OC(C)(C)C)C tert-butyl (2S,4R)-4-(6-chloropyrimidin-4-yl)oxy-2-methyl-pyrrolidine-1-carboxylate